NCC(=O)C1=C(C=C(C(=C1)OC)Br)OC 2-amino-1-(4-bromo-2,5-dimethoxyphenyl)ethanone